3,3'-dicarboxyl-4,4'-biphenol C(=O)(O)C=1C=C(C=CC1C1=C(C=C(C=C1)O)C(=O)O)O